tert-butyl (((tert-butyloxycarbonyl)amino)(1H-pyrazol-1-yl)methylene)carbamate C(C)(C)(C)OC(=O)NC(N1N=CC=C1)=NC(OC(C)(C)C)=O